C(CCCCC(C)C)OC(C(=O)NCCOCC)C isooctyloxy-N-ethoxyethyl-propanamide